(R)-N-((R)-6-bromo-9-p-toluenesulfonyl-2,3,4,9-tetrahydro-1H-carbazol-4-yl)-2-methylpropan-2-sulfinamide BrC=1C=C2C=3[C@@H](CCCC3N(C2=CC1)S(=O)(=O)C1=CC=C(C)C=C1)N[S@](=O)C(C)(C)C